isopropyl trans-N-[4-[5-[4-[(2-chloropyrimidin-4-yl)amino]-2-(ethylsulfamoyl)phenyl]thiazol-2-yl]cyclohexyl]carbamate ClC1=NC=CC(=N1)NC1=CC(=C(C=C1)C1=CN=C(S1)[C@@H]1CC[C@H](CC1)NC(OC(C)C)=O)S(NCC)(=O)=O